OC1=C(C=CC(=C1O)O)C(C1=CC=CC=C1)=O 2',3',4'-trihydroxybenzophenone